C(C)OC(=O)C=1SC2=C(C1C)C=C(C=C2)S(N(CCC2=C(C=CC=C2)OC)C2=C(C=CC=C2)N2CCN(CC2)C(=O)C=2SC=CC2Br)(=O)=O 5-(N-(2-(4-(3-bromothiophene-2-carbonyl)piperazin-1-yl)phenyl)-N-(2-methoxyphenethyl)sulfamoyl)-3-methylbenzothiophene-2-carboxylic acid ethyl ester